2-((2-(4-(tert-Butyl)pyridin-2-yl)-4-cyano-1H-pyrrolo[2,3-c]pyridin-5-yl)thio)-2-methylpropanoic acid C(C)(C)(C)C1=CC(=NC=C1)C1=CC=2C(=CN=C(C2C#N)SC(C(=O)O)(C)C)N1